(3R,8R,9aS)-8-(2,3-dichloro-6-hydroxyphenyl)-2-(2-hydroxyacetyl)-3-methyloctahydro-4H-pyrido[1,2-a]pyrazin-4-one ClC1=C(C(=CC=C1Cl)O)[C@H]1C[C@@H]2N(C([C@H](N(C2)C(CO)=O)C)=O)CC1